FC=1C=CC(=NC1)C=1C=C2C(=NC=NC2=C(C1)OC)N[C@H](C)C=1OC(=NN1)C 6-(5-fluoro-2-pyridyl)-8-methoxy-N-[(1R)-1-(5-methyl-1,3,4-oxadiazol-2-yl)ethyl]quinazolin-4-amine